O.ClC1=CC(=C(C(=O)NC=2C=[N+](C=CC2)[O-])C=C1Cl)OC1=CC=C(C=C1)OC(F)(F)F 3-(4,5-dichloro-2-(4-(trifluoromethoxy)phenoxy)benzamido)pyridine 1-oxide hydrate